C(CCCCCCCC)C=1C=C(OC2=C(C(C#N)=CC=C2)C#N)C=CC1 3-(3-nonylphenoxy)phthalonitrile